STYRENEMALIC ACID Diethyl-diallyl-malonate C(C)OC(C(C(=O)OCC)(CC=C)CC=C)=O.C(=CC1=CC=CC=C1)C(C(C(=O)O)O)C(=O)O